2-(4-(4-((2-(2,6-dioxopiperidin-3-yl)-1-oxoisoindolin-5-yl)methyl)piperazin-1-yl)phenyl)-2H-indazole-7-carboxamide O=C1NC(CCC1N1C(C2=CC=C(C=C2C1)CN1CCN(CC1)C1=CC=C(C=C1)N1N=C2C(=CC=CC2=C1)C(=O)N)=O)=O